FC(OC1=CC=C(C=C1)C(C(C)C)N1C[C@@H](N(C[C@H]1CC)C1=C2N=C(N(C2=NC(=N1)NN)C[C@H]1OCCC1)C)C)F 6-((2S,5R)-4-(1-(4-(Difluoromethoxy)phenyl)-2-methylpropyl)-5-ethyl-2-methylpiperazin-1-yl)-2-hydrazineyl-8-methyl-9-(((S)-tetrahydrofuran-2-yl)methyl)-9H-purine